C1(CC1)NC(C([C@@H](C[C@@H]1C(N[C@@H](C1)C)=O)C=1C(=C(C(=O)N)C=CC1)NC(C(CC1=CC=CC=C1)(F)F)=O)=O)=O ((1S)-3-(cyclopropylamino)-1-[[(3S,5R)-5-methyl-2-oxo-pyrrolidin-3-yl]methyl]-2,3-dioxo-propyl)-2-[(2,2-difluoro-3-phenyl-propanoyl)amino]benzamide